O1CCN(CC1)CCC(=O)OC1CCC2(C3CCC4(C(CCC4C3CC=C2C1)=O)C)C 10,13-dimethyl-17-oxo-2,3,4,7,8,9,10,11,12,13,14,15,16,17-tetradecahydro-1H-cyclopenta[a]phenanthren-3-yl 3-morpholinopropanoate